(R)-7-(2-fluoro-3,5-dimethoxyphenyl)-3-(1-methyl-4-nitro-1H-pyrazol-3-yl)-1,4,5,6,7,8-hexahydrocyclohepta[c]pyrazole FC1=C(C=C(C=C1OC)OC)[C@@H]1CCCC2=C(NN=C2C2=NN(C=C2[N+](=O)[O-])C)C1